(1S,2S,4R)-3-[(tert-butoxy) carbonyl]-3-azabicyclo[2.2.1]heptane-2-carboxylate C(C)(C)(C)OC(=O)N1[C@@H]([C@H]2CC[C@@H]1C2)C(=O)[O-]